{5-chloro-3-[1-(2,6-difluoro-4-nitrophenyl)-3-(pyridin-4-yl)pyrazol-4-yl]-2-fluorophenyl}cyclopentanesulfonamide ClC=1C=C(C(=C(C1)C1(CCCC1)S(=O)(=O)N)F)C=1C(=NN(C1)C1=C(C=C(C=C1F)[N+](=O)[O-])F)C1=CC=NC=C1